2-((((trans)-4-aminocyclohexyl)thio)methyl)-7-(cyclopropylmethoxy)-5-fluoroquinazolin-4(3H)-one hydrochloride Cl.N[C@@H]1CC[C@H](CC1)SCC1=NC2=CC(=CC(=C2C(N1)=O)F)OCC1CC1